BrCCCCOCCOCCOCCOCC 1-bromo-5,8,11,14-tetraoxahexadecane